BrC1=C(NC(C(F)F)C)C=CC=C1 2-bromo-N-(1,1-difluoropropan-2-yl)aniline